COC1=C(C=CC=C1)C1=C(C=C(C=C1)C1=NNC(O[C@H]1C)=O)C(F)(F)F (6S)-5-[2'-methoxy-2-(trifluoromethyl)[1,1'-biphenyl]-4-yl]-6-methyl-3,6-dihydro-2H-1,3,4-oxadiazin-2-one